1-(thiazol-4-ylmethyl)-1H-indol-5-amine S1C=NC(=C1)CN1C=CC2=CC(=CC=C12)N